1-decyl-glycerol C(CCCCCCCCC)OCC(O)CO